C(#N)[C@@]1([C@@H]([C@@H]2O[Si](O[Si](OC[C@H]2O1)(C(C)C)C(C)C)(C(C)C)C(C)C)O)C1=CC=C2C(=NC=NN21)NC(C(C)(C)OC)=O N-(7-((6aR,8R,9R,9aS)-8-cyano-9-hydroxy-2,2,4,4-tetraisopropyltetrahydro-6H-furo[3,2-f][1,3,5,2,4]trioxadisilocin-8-yl)pyrrolo[2,1-f][1,2,4]triazin-4-yl)-2-methoxy-2-methylpropanamide